adipic acid, monopotassium salt [K+].C(CCCCC(=O)O)(=O)[O-]